ethyl (S)-3-(biphenyl-3-yl)-3-(3-(4-hydroxy-1-methyl-2-oxo-1,2-dihydropyridin-3-yl) ureido)propanoate C1(=CC(=CC=C1)[C@H](CC(=O)OCC)NC(=O)NC=1C(N(C=CC1O)C)=O)C1=CC=CC=C1